CC(=C)C1=CC=C(C(=O)O)C=C1 4-(1-methylethenyl)benzoic acid